ClC=1C(=NC=C(C1)N1CC(CC1)(C1=CC=CC=C1)C)C(=O)NCCN1C(NC2(C1)CCN(CC2)C=2C=1N(C=CN2)C=CN1)=O 3-chloro-N-(2-(8-(imidazo[1,2-a]pyrazin-8-yl)-2-oxo-1,3,8-triazaspiro[4.5]decan-3-yl)ethyl)-5-(3-methyl-3-phenylpyrrolidin-1-yl)picolinamide